NC1=NC2=CC(=CC=C2C=C1)CN(C(=O)C=1C=NC=CC1)C1=C(C=CC=C1)S(=O)(=O)C(F)(F)F N-[(2-aminoquinolin-7-yl)methyl]-N-(2-trifluoromethanesulfonylphenyl)pyridine-3-carboxamide